FC(C(=O)O)(F)F.ClC=1C=C(C=CC1C(=O)N1CCN(CC1)C(=O)[C@H]1NCC=C1)NC(=O)C=1N(C(=CN1)C1=C(C(=C(C=C1)OC)F)F)C N-[3-chloro-4-[4-[(2S)-2,5-dihydro-1H-pyrrole-2-carbonyl]piperazine-1-carbonyl]phenyl]-5-(2,3-difluoro-4-methoxy-phenyl)-1-methyl-imidazole-2-carboxamide 2,2,2-trifluoroacetate